Cl.OC(C1=CC(=NC=C1)C#N)(C1(CNC1)C)C1=CC=C(C=C1)C(C)C 4-[Hydroxy-(4-isopropyl-phenyl)-(3-methyl-azetidin-3-yl)-methyl]-pyridine-2-carbonitrile, hydrochloride salt